C1(CC1)COC=1C=C(C(=O)O)C=CC1\C=N/OC (Z)-3-(cyclopropylmethoxy)-4-((methoxyimino)methyl)benzoic acid